3-hexylnonyl 7-bromoheptanoate BrCCCCCCC(=O)OCCC(CCCCCC)CCCCCC